The molecule is an azaphilone isolated from Chaetomium globosum and has been shown to exhibit inhibitory activity against the brine shrimp (Artemia salina) and Mucor miehei. It has a role as a Chaetomium metabolite. It is an azaphilone, an organic heterotetracyclic compound, a delta-lactone, an organochlorine compound, an enone and a tertiary alcohol. CC[C@H](C)/C=C/C1=CC2=C(C(=O)[C@@]3([C@H](C2=CO1)[C@H]4C(=O)O[C@@H]([C@H]([C@]4(O3)O)C)C)C)Cl